(1S,3R,4S)-2-((5-chloropyridin-3-yl)-D-alanyl)-N-((S)-1-cyano-2-((S)-2-oxopiperidin-3-yl)ethyl)-5,5-difluoro-2-azabicyclo[2.2.2]octane-3-carboxamide ClC=1C=C(C=NC1)N[C@H](C)C(=O)N1[C@@H]2CC([C@H]([C@@H]1C(=O)N[C@@H](C[C@H]1C(NCCC1)=O)C#N)CC2)(F)F